C(=O)(OCC1C2=CC=CC=C2C2=CC=CC=C12)N[C@@H](CCCN(C(N)=N)S(=O)(=O)C1=CC=C(C)C=C1)C(=O)O N-Fmoc-N'-tosyl-L-arginine